5-{4-[4-(3,5-dimethylpyridin-2-yl)piperazine-1-carbonyl]-3-methylphenyl}-5-methylimidazolidine-2,4-dione CC=1C(=NC=C(C1)C)N1CCN(CC1)C(=O)C1=C(C=C(C=C1)C1(C(NC(N1)=O)=O)C)C